diethyl 2,2'-((1-phenylethyl)azanediyl)diacetate C1(=CC=CC=C1)C(C)N(CC(=O)OCC)CC(=O)OCC